N-trifluoromethylthioisochromene-1-imine FC(N=C1SC=CC2=CC=CC=C12)(F)F